Cl.C1(=CC=CC=C1)C(CC(=O)N)C1=CC=CC=C1 3,3-diphenylpropanamide hydrochloride